N[C@H]1C2=C(N=CS2)CC12CCN(CC2)C=2N=CC(=NC2)SC=2C(=C1C(N(C=NC1=CC2)CC(C)(C)O)=O)Cl (R)-6-((5-(6-amino-4,6-dihydrospiro[cyclopenta[d]thiazole-5,4'-piperidin]-1'-yl)pyrazine-2-yl)thio)-5-chloro-3-(2-hydroxy-2-methylpropyl)quinazolin-4(3H)-one